4-(2-amino-4-methoxythieno[2',3':5,6]benzo[1,2-d]oxazol-7-yl)-2-methyl-4-oxobutanoic acid NC=1OC2=C(N1)C1=C(C=C2OC)SC(=C1)C(CC(C(=O)O)C)=O